9-(3''-chloro-[1,1':2',1''-terphenyl]-3-yl)-9H-carbazole ClC=1C=C(C=CC1)C=1C(=CC=CC1)C1=CC(=CC=C1)N1C2=CC=CC=C2C=2C=CC=CC12